(2,6-Difluorophenyl)(4-(5-(7-(1-methyl-1H-pyrazol-4-yl)quinolin-5-yl)pyridin-2-yl)piperazin-1-yl)methanone FC1=C(C(=CC=C1)F)C(=O)N1CCN(CC1)C1=NC=C(C=C1)C1=C2C=CC=NC2=CC(=C1)C=1C=NN(C1)C